2-morpholinoquinazolin-4-amine O1CCN(CC1)C1=NC2=CC=CC=C2C(=N1)N